C(C)(C)(C)OC(=O)N1CC=2C(C[C@H]1C)=CN(N2)C2CN(C2)C(=O)OCC2=CC=CC=C2 (5R)-2-(1-benzyloxycarbonyl-azetidin-3-yl)-5-methyl-5,7-dihydro-4H-pyrazolo[3,4-c]pyridine-6-carboxylic acid tert-butyl ester